N-(4-((2-(2,6-Dioxopiperidin-3-yl)-1,3-dioxoisoindolin-5-yl)amino)butyl)-4-(4-(quinoxalin-2-yl)-1H-pyrazol-1-yl)piperidine-1-carboxamide O=C1NC(CCC1N1C(C2=CC=C(C=C2C1=O)NCCCCNC(=O)N1CCC(CC1)N1N=CC(=C1)C1=NC2=CC=CC=C2N=C1)=O)=O